C(C=C)C=1C=C(C=CC1)C[C@H](C(=O)OC(C)(C)C)[C@H]1CN(CC1)C(=O)OC(C)(C)C tert-butyl (S)-3-((S)-3-(3-allylphenyl)-1-(tert-butoxy)-1-oxopropane-2-yl)pyrrolidine-1-carboxylate